tert-butyl (S)-2-(4-(5-chloro-4-(((R)-1-(2,4-dichlorophenyl)ethyl)-amino)pyrimidin-2-yl)piperazine-1-carbonyl)pyrrolidine-1-carboxylate ClC=1C(=NC(=NC1)N1CCN(CC1)C(=O)[C@H]1N(CCC1)C(=O)OC(C)(C)C)N[C@H](C)C1=C(C=C(C=C1)Cl)Cl